(R)-1-(3-hydroxyphenyl)-2-(methylamino)ethyl-2-(4-isobutylphenyl)propionic acid ethyl ester C(C)OC([C@@](C)(C1=CC=C(C=C1)CC(C)C)C(CNC)C1=CC(=CC=C1)O)=O